C(CCCCCCC\C=C/CCCCCCCC)(=O)OCCCCCCC\C=C/CCCCCCCCCCCCCCCCCCCCO (21Z)-29-(oleoyloxy)nonacos-21-en-1-ol